C(CC)(=O)NCN[C@@H](CC1=CNC=N1)C(=O)O propionamidomethyl-histidine